n-octanoic anhydride C(CCCCCCC)(=O)OC(CCCCCCC)=O